9-(4-methoxybicyclo[2.2.1]heptan-1-yl)-7-methyl-2-((6-methylbenzo[c][1,2,5]thiadiazol-5-yl)amino)-7,9-dihydro-8H-purin-8-one COC12CCC(CC1)(C2)N2C1=NC(=NC=C1N(C2=O)C)NC2=CC=1C(=NSN1)C=C2C